COC(=O)C=1C=C2N(C[C@H]3N(C2=CC1)CCNC3)CCO (S)-6-(2-Hydroxyethyl)-2,3,4,4a,5,6-hexahydro-1H-pyrazino[1,2-a]quinoxaline-8-carboxylic acid methyl ester